1,1,1,2-tetrafluoroethyl trifluoromethyl ether FC(F)(F)OC(C(F)(F)F)F